COCCN1C(CCCC1=O)=O 1-(2-methoxyethyl)-2,6-dioxopiperidin